5-(5,6-dimethoxybenzimidazol-1-yl)-3-[(2-methylsulfonylphenyl)methoxy]thiophene-2-carbonitrile COC1=CC2=C(N(C=N2)C2=CC(=C(S2)C#N)OCC2=C(C=CC=C2)S(=O)(=O)C)C=C1OC